2-{4-[3-fluoro-5-(2-methoxyethoxy)pyridin-2-yl]piperazin-1-yl}-N-methylethanamine FC=1C(=NC=C(C1)OCCOC)N1CCN(CC1)CCNC